C(C=C)NC[C@H](O)C1=CC=CC=C1 (R)-2-(allylamino)-1-phenylethanol